N,N-diglycidyl-p-hydroxyaniline C(C1CO1)N(C1=CC=C(C=C1)O)CC1CO1